C1(CC1)C1=CC(=C(C(=C1)C)N1N=C2N=C(NC(C2=C1)=O)C1=NC=NC=C1)C 2-(4-cyclopropyl-2,6-dimethylphenyl)-6-(pyrimidin-4-yl)-2,5-dihydro-4H-pyrazolo[3,4-d]pyrimidin-4-one